C(C)(C)(C)C=1C(C(C(=C(C1)C(C)(C)C)Cl)=O)=O 3,5-di-tert-butyl-6-chloro-1,2-benzoquinone